(3R)-3-amino-5-[(4-chlorophenyl)methyl]-8-fluoro-7-[5-(5-fluoro-2-pyridyl)-1,3,4-oxadiazol-2-yl]-1,1-dioxo-2,3-dihydro-1lambda6,5-benzothiazepin-4-one N[C@H]1CS(C2=C(N(C1=O)CC1=CC=C(C=C1)Cl)C=C(C(=C2)F)C=2OC(=NN2)C2=NC=C(C=C2)F)(=O)=O